[4-[2-(3-Methoxypropyl)-5H-pyrrolo[2,3-b]pyrazin-7-yl]-1-piperidyl]-[4-(trifluoromethoxy)phenyl]methanone COCCCC=1N=C2C(=NC1)NC=C2C2CCN(CC2)C(=O)C2=CC=C(C=C2)OC(F)(F)F